N-{4-[(2R,3S)-3-[(ethanesulfonyl)meth-yl]-2-methylazetidin-1-yl]-1-(propan-2-yl)pyrido[3,4-d]pyridazin-7-yl}-2-[(3R,4S)-3-fluoro-4-methoxypiperidin-1-yl]pyrimidin-4-amine C(C)S(=O)(=O)C[C@@H]1[C@H](N(C1)C=1N=NC(=C2C1C=NC(=C2)NC2=NC(=NC=C2)N2C[C@H]([C@H](CC2)OC)F)C(C)C)C